ClC1=CC=CC(=N1)OCC1=C(C=C(C#N)C=C1)F 4-(((6-Chloropyridin-2-yl)oxy)methyl)-3-fluorobenzonitrile